N-[6-(4-Fluoro-benzylamino)-2-pyrrolidin-1-yl-pyridin-3-yl]-3-(3-fluoro-phenyl)-propionamide FC1=CC=C(CNC2=CC=C(C(=N2)N2CCCC2)NC(CCC2=CC(=CC=C2)F)=O)C=C1